(1α)-2,3-Didehydro-7-methoxycrinan-1-ol COC1=C2CN3CC[C@@]4([C@H]3CC=C[C@H]4O)C2=CC5=C1OCO5